(S,Z)-1-((5-bromo-2'-chloro-[1,1'-biphenyl]-2-yl)sulfonyl)-4-fluoro-N-(1-(methylsulfonyl)pent-1-en-3-yl)piperidine-4-carboxamide BrC=1C=CC(=C(C1)C1=C(C=CC=C1)Cl)S(=O)(=O)N1CCC(CC1)(C(=O)N[C@H](\C=C/S(=O)(=O)C)CC)F